OC(C)(C)[C@@H]1N(CCN(C1)C(=O)OC(C)(C)C)C(=O)OC(C)(C)C di-tert-butyl (2R)-2-(1-hydroxy-1-methyl-ethyl)piperazine-1,4-dicarboxylate